C(C)OP(=O)(OCC)C(F)C1=CC2=C(S1)C=CC=C2 ((diethoxyphosphoryl)fluoromethyl)benzo[b]thiophene